ClC1=NC=NC(=C1)OC 4-chloro-6-methoxypyrimidine